N-Methyl-N-(2,2,6,6-tetramethylpiperidin-4-yl)-7-(1H-1,2,3-triazol-1-yl)-4H-chromeno[3,4-d]thiazol-2-amine CN(C=1SC2=C(N1)COC=1C=C(C=CC12)N1N=NC=C1)C1CC(NC(C1)(C)C)(C)C